5-methylthioadenosine CC12N=CN([C@H]3[C@H](S)[C@H](O)[C@@H](CO)O3)C2=NC=NC1=N